N6-Acetyl-L-Lysine C(C)(=O)NCCCC[C@H](N)C(=O)O